methyl N-[2-({9,10-dimethoxy-4-oxo-6H,7H-pyrimido[4,3-a]isoquinolin-2-yl}(2,4,6-trimethylphenyl)amino)propyl]carbamate COC=1C=C2CCN3C(C2=CC1OC)=CC(=NC3=O)N(C(CNC(OC)=O)C)C3=C(C=C(C=C3C)C)C